5-(3,3-Dimethyl-2-oxo-1-(1H-pyrazol-4-yl)indolin-4-yl)-N-(4-fluorophenyl)-2-(trifluoromethyl)benzamide CC1(C(N(C2=CC=CC(=C12)C=1C=CC(=C(C(=O)NC2=CC=C(C=C2)F)C1)C(F)(F)F)C=1C=NNC1)=O)C